ClC=1C=CC(=C(C1)CC(=O)NC1=CC=NC=C1)O 4-[[2-(5-Chloro-2-hydroxy-phenyl)acetyl]amino]pyridine